C(C)C=1C(=NNC1)[C@@H]1[C@@H](N(CCC1)C(=O)OC)CO[C@@H]1CC[C@@H](CC1)C1=CC=CC=C1 methyl (2R,3S)-3-(4-ethyl-1H-pyrazol-3-yl)-2-((((CIS)-4-phenylcyclohexyl)-oxy)methyl)-piperidine-1-carboxylate